FC1=CC(=C(C=C1)N1C(N(C2=C1C=NC=C2)C2CCN(CC2)CC[C@@H]2CC[C@H](CC2)NC(OC(C)(C)C)=O)=O)C(N(C)C(C)C)=O tert-butyl ((trans)-4-(2-(4-(3-(4-fluoro-2-(isopropyl(methyl)carbamoyl)phenyl)-2-oxo-2,3-dihydro-1H-imidazo[4,5-c]pyridin-1-yl)piperidin-1-yl)ethyl)cyclohexyl)carbamate